O=C1NC=CC=C1CC=O 2-oxo-1,2-dihydropyridine-3-acetaldehyde